ClC1=CC=C2C(=C(NC2=C1)C(=O)OCC)C=1N=NN(C1)CC1CCN(CC1)CCNS(=O)(=O)C1=CC=C(C=C1)C Ethyl 6-chloro-3-(1-((1-(2-((4-methylphenyl)sulfonamido)ethyl)piperidin-4-yl)methyl)-1H-1,2,3-triazol-4-yl)-1H-indol-2-carboxylat